2-((6-(2-Chloro-3-(5-methoxy-6-(3-methoxy-4-((7-oxo-2,6-diazaspiro[3.4]octan-2-yl)methyl)phenyl)pyrimidin-4-yl)phenyl)-2-methoxypyridin-3-yl)methyl)-2,6-diazaspiro[3.4]octan-7-one ClC1=C(C=CC=C1C1=NC=NC(=C1OC)C1=CC(=C(C=C1)CN1CC2(C1)CNC(C2)=O)OC)C2=CC=C(C(=N2)OC)CN2CC1(C2)CNC(C1)=O